C(C)(C)N1N=C(C=C1C(F)(F)F)C 1-isopropyl-3-methyl-5-(trifluoromethyl)pyrazole